(Z)-N-methylhept-4-enamide CNC(CC\C=C/CC)=O